2-((S)-2-hydroxy-2-((R)-1,2,3,4-tetrahydroisoquinolin-3-yl)ethyl)-4,4-dimethyl-6-(1,7-diazaspiro[3.5]nonane-7-carbonyl)-3,4-dihydroisoquinolin-1(2H)-one hydrochloride Cl.O[C@@H](CN1C(C2=CC=C(C=C2C(C1)(C)C)C(=O)N1CCC2(CCN2)CC1)=O)[C@@H]1NCC2=CC=CC=C2C1